CC1=C(C=CC=C1C1=CC=2N(C=C1)C(=NN2)C2=CC=C(CNCCO)C=C2)C2=CC=CC=C2 2-((4-(7-(2-methyl-[1,1'-biphenyl]-3-yl)-[1,2,4]triazolo[4,3-a]pyridin-3-yl)benzyl)amino)ethan-1-ol